NC1=CC=NC=2N1N=CN2 7-amino-[1,2,4]triazolo[1,5-a]pyrimidine